COC1=C(C(=O)O)C=C(C(=C1)OC)OC 2,4,5-trimethoxybenzoic acid